2-amino-3-(5-methyl-3-oxo-1,2-oxazol-4-yl)propanoic acid NC(C(=O)O)CC=1C(NOC1C)=O